4-chloro-5-(3-(6-((5-methyl-3-(trifluoromethyl)imidazo[1,5-a]pyridin-6-yl)oxy)-2-azaspiro[3.3]heptan-2-yl)propyl)pyridazin-3(2H)-one ClC=1C(NN=CC1CCCN1CC2(C1)CC(C2)OC=2C=CC=1N(C2C)C(=NC1)C(F)(F)F)=O